FC1=CC=C(/C=C/C2=CC=NC=3C(C(=C(C(C23)=O)NC(CCCC)=O)N2CCCC2)=O)C=C1 (E)-N-(4-(4-fluorostyryl)-5,8-dioxo-7-(pyrrolidin-1-yl)-5,8-dihydroquinolin-6-yl)pentanamide